di(4-butylphenyl)phosphorus oxide C(CCC)C1=CC=C(C=C1)[P](C1=CC=C(C=C1)CCCC)=O